1-(5-chloro-2-(1H-tetrazol-1-yl)benzyl)-3-(4-(((6-cyclopropylimidazo[1,2-a]pyridin-2-yl)methyl)amino)pyridin-2-yl)urea ClC=1C=CC(=C(CNC(=O)NC2=NC=CC(=C2)NCC=2N=C3N(C=C(C=C3)C3CC3)C2)C1)N1N=NN=C1